N-(tert-butyloxycarbonyl)lysine C(C)(C)(C)OC(=O)N[C@@H](CCCCN)C(=O)O